3-(5-(4-(1-(2-(4-((1R,2S)-6-hydroxy-2-phenyl-1,2,3,4-tetrahydronaphthalen-1-yl)phenoxy)ethyl)piperidine-4-carbonyl)piperazin-1-yl)-1-oxoisoindolin-2-yl)piperidine-2,6-dione OC=1C=C2CC[C@@H]([C@@H](C2=CC1)C1=CC=C(OCCN2CCC(CC2)C(=O)N2CCN(CC2)C=2C=C3CN(C(C3=CC2)=O)C2C(NC(CC2)=O)=O)C=C1)C1=CC=CC=C1